[Si](C)(C)(C(C)(C)C)OCC(CCC1=NC(=C(C=N1)C1(C2=C(NC(N1)=O)N=C(C(=C2)F)Cl)OC(=O)N2C(CNC(C2)C)C)C(C)C)(F)F 4-(4-((tert-butyldimethylsilyl)oxy)-3,3-difluorobutyl-6-isopropylpyrimidin-5-yl)-7-chloro-6-fluoro-2-oxo-1,2-dihydropyrido[2,3-d]pyrimidin-4-yl-2,5-dimethylpiperazine-1-carboxylate